dibromopropyltriazine BrC(CCC1=NN=NC=C1)Br